C[C@]12CC[C@H]3[C@H]([C@@H]1CC[C@]2(C#C)O)CCC4=C3C=CC(=C4)O 17α-Ethynylestra-1,3,5(10)-triene-3,17β-diol